C(C)(C)(C)OC(=O)N1CCC2(C[C@@H]3OC[C@H](N3C2=O)C2=CC=CC=C2)CC1 (3'R,7a'S)-5'-oxo-3'-phenyltetrahydro-5'H-spiro[piperidine-4,6'-pyrrolo[2,1-b]oxazole]-1-carboxylic acid tert-butyl ester